4'-(N-benzyl-2,4-bis(benzyloxy)-5-isopropylbenzamido)-5-(ethyl(tetrahydro-2H-pyran-4-yl)amino)-4-methyl-[1,1'-biphenyl]-3-carboxylic acid C(C1=CC=CC=C1)N(C(C1=C(C=C(C(=C1)C(C)C)OCC1=CC=CC=C1)OCC1=CC=CC=C1)=O)C1=CC=C(C=C1)C1=CC(=C(C(=C1)N(C1CCOCC1)CC)C)C(=O)O